FC1=C(C=C(C(=C1)N1[C@H](CCC1)COC1=NC=CC=C1C)F)C(CC(=O)[O-])=O 3-[2,5-difluoro-4-[(2R)-2-[[(3-methylpyridin-2-yl)oxy]methyl]pyrrolidin-1-yl]phenyl]-3-oxopropanoate